(5'S,7'S,7a'R)-1-(benzenecarbonyl)-7'-fluoro-5'-phenyl-tetrahydro-3'H-spiro[piperidine-4,2'-pyrrolo[2,1-b][1,3]-oxazol]-3'-one C1(=CC=CC=C1)C(=O)N1CCC2(C(N3[C@H](O2)[C@H](C[C@H]3C3=CC=CC=C3)F)=O)CC1